O=C1NC(CCC1N1C(C2=CC=CC(=C2C1=O)N1CCN(CC1)CCCN1CCC(CC1)NC(OCCCC)=O)=O)=O butyl (1-(3-(4-(2-(2,6-dioxopiperidin-3-yl)-1,3-dioxoisoindolin-4-yl)piperazin-1-yl)propyl)piperidin-4-yl)carbamate